ClC1=C(C(=NN1C(C)C)CCC)C=O 5-CHLORO-1-(PROPAN-2-YL)-3-PROPYL-1H-PYRAZOLE-4-CARBALDEHYDE